2,4-dihydroxyl-7-methoxy-1,4-benzoxazine OC=1OC2=C(N(C1)O)C=CC(=C2)OC